OCC1(CC1)CO (1-hydroxymethyl-cyclopropyl)-methanol